(R)-4-(5-methyl-1,3,4-thiadiazol-2-yl)-N-(3-methylthieno[3,2-c]pyridin-4-yl)-N-(piperidin-3-yl)benzamide CC1=NN=C(S1)C1=CC=C(C(=O)N([C@H]2CNCCC2)C2=NC=CC3=C2C(=CS3)C)C=C1